C(CCC)N(CCC[Si](C1=CC=C(C=C)C=C1)(OCC)OCC)CCCC 4-[(3-dibutylaminopropyl)diethoxysilyl]styrene